1,1,1-trifluoro-3-methyl-2,4-pentanediol ditrimethylphenylglyoxylate CC1=C(C(=C(C=C1)C(C(=O)OC(C(F)(F)F)C(C(C)OC(C(=O)C1=C(C(=C(C=C1)C)C)C)=O)C)=O)C)C